CNC=1N=C(C(=NC1C=1C2=C(C=NC1)N(C=N2)C)C(=O)OC)NC2=CC=C(C=C2)OC2CCN(CC2)C Methyl 5-(methylamino)-6-(3-methylimidazo[4,5-c]pyridin-7-yl)-3-[4-[(1-methyl-4-piperidyl)oxy]anilino]pyrazine-2-carboxylate